FC(C(=O)NC1=C(C=CC(=C1)NC(NC1=CC=CC=C1)=O)C)F 2,2-difluoro-N-{2-methyl-5-[(phenylcarbamoyl)amino]phenyl}acetamide